(E,Z)-2,6-nonadi-enol C(\C=C\CC\C=C/CC)O